3-(5-((4-(4'-chloro-[1,1'-biphenyl]-2-carbonyl)-3,3-dimethylpiperazin-1-yl)methyl)-1-oxoisoindolin-2-yl)piperidine-2,6-dione ClC1=CC=C(C=C1)C=1C(=CC=CC1)C(=O)N1C(CN(CC1)CC=1C=C2CN(C(C2=CC1)=O)C1C(NC(CC1)=O)=O)(C)C